vinylAzole C(=C)C=1NC=CC1